NC=1C=C(C=C2C=C(N=CC12)NC(=O)[C@H]1[C@@H](C1)C=1C=NN(C1)C)C=1C(=NC=CC1C)C1=CC=CC=C1 (1R,2R)-N-(8-amino-6-(4-methyl-2-phenylpyridin-3-yl)isoquinolin-3-yl)-2-(1-methyl-1H-pyrazol-4-yl)cyclopropane-1-carboxamide